OC(C)C=1C=C2C(=CC=NC2=CC1)C(=O)NCC(=O)OC(C)(C)C tert-butyl (6-(1-hydroxyethyl)quinoline-4-carbonyl)glycinate